SCCC(=O)OCC(COC(CCS)=O)(COC(CCS)=O)COC(CCS)=O pentaerythritol tetrakis(3-sulfanyl propionate)